2-(6-(2-(5-bromo-2-fluorobenzyl)-2H-tetrazol-5-yl)pyridin-2-yl)-2-hydroxypropane-1-sulfonamide BrC=1C=CC(=C(CN2N=C(N=N2)C2=CC=CC(=N2)C(CS(=O)(=O)N)(C)O)C1)F